FC=1C=NC(=NC1)C1=C(C(=NC=C1)NC1=C(N=NC(=C1)NC=1N=NC(=CC1)OC)C(=O)NC([2H])([2H])[2H])OC 4-{[4-(5-Fluoropyrimidin-2-yl)-3-methoxypyridin-2-yl]amino}-6-[(6-methoxypyridazin-3-yl)amino]-N-(2H3)methylpyridazin-3-carboxamid